(S)-N-(1-(4-fluorophenyl)ethyl)-2-methyl-6-(2-pivalamidobenzo[d]thiazol-6-yl)quinazolin-4-carboxamide FC1=CC=C(C=C1)[C@H](C)NC(=O)C1=NC(=NC2=CC=C(C=C12)C1=CC2=C(N=C(S2)NC(C(C)(C)C)=O)C=C1)C